1-(4-(3-((1r,3R,5S,7S)-3,5-dimethyladamantan-1-yl)ureido)-3-fluorobenzyl)piperidine-3-carboxamide C[C@]12CC3(CC(C[C@@](C1)(C3)C)C2)NC(NC2=C(C=C(CN3CC(CCC3)C(=O)N)C=C2)F)=O